tert-butyl (S)-2-((2S,4R)-5-chloro-6-fluoro-4-(2-fluoro-3-(2-hydroxyethoxy)-6-(methylcarbamoyl)phenyl)-2-phenyl-2,3-dihydrobenzofuran-2-yl)pyrrolidine-1-carboxylate ClC=1C(=CC2=C(C[C@](O2)(C2=CC=CC=C2)[C@H]2N(CCC2)C(=O)OC(C)(C)C)C1C1=C(C(=CC=C1C(NC)=O)OCCO)F)F